C(C)C1=C(C=CC(=C1)Br)C1=CC=CC=C1 ethyl-4-bromobiphenyl